BrCC=1C=CC=2C3=C(C(=NC2C1)Cl)COC3 7-(bromomethyl)-4-chloro-1H,3H-furo[3,4-c]quinoline